OC1=C2C(=NC(=C1)C)C(=CS2)C(=O)OC methyl 7-hydroxy-5-methylthieno[3,2-b]pyridine-3-carboxylate